rac-tert-butyl ((2S)-1-oxo-1-(3-(5-(piperidin-1-ylmethyl)-5,6-dihydro-1,4,2-dioxazin-3-yl)piperidin-1-yl)propan-2-yl)carbamate O=C([C@H](C)NC(OC(C)(C)C)=O)N1CC(CCC1)C1=NOCC(O1)CN1CCCCC1